(1R,3S)-3-{5-[(3-methoxy-1,1-dioxo-2,3-dihydro-1λ6-benzothiophen-5-yl)amino]-2H-pyrazol-3-yl}cyclopentyl (prop-2-ylamino)methanoate CC(C)NC(=O)O[C@H]1C[C@H](CC1)C=1NN=C(C1)NC=1C=CC2=C(C(CS2(=O)=O)OC)C1